4-(5-((1R,5S,6r)-6-amino-3-azabicyclo[3.1.0]hexan-3-yl)pyrazin-2-yl)-6-ethoxypyrazolo[1,5-a]pyridine-3-carbonitrile hydrochloride Cl.NC1[C@@H]2CN(C[C@H]12)C=1N=CC(=NC1)C=1C=2N(C=C(C1)OCC)N=CC2C#N